ClC1=C(C(=O)N2CCN(CC2)C(=O)[C@H]2N(C[C@@H]([C@@H]2O)O)C(=O)OC(C)(C)C)C=CC(=C1)NC(=O)C=1N(C(=CN1)C1=C(C(=C(C=C1)OC)F)F)C tert-butyl (2S,3R,4S)-2-[4-[2-chloro-4-[[5-(2,3-difluoro-4-methoxy-phenyl)-1-methyl-imidazole-2-carbonyl]amino]benzoyl]piperazine-1-carbonyl]-3,4-dihydroxy-pyrrolidine-1-carboxylate